ClC1=CC=C(C=C1)[C@H](CCC(=O)O)N1[C@@](C2=C(C=C(C=C2C1=O)C(CC)([C@@H]1CC[C@H](CC1)O)O)F)(OC)C1=CC=C(C=C1)Cl (4S)-4-(4-chlorophenyl)-4-[(1R)-1-(4-chlorophenyl)-7-fluoro-5-{1-hydroxy-1-[trans-4-hydroxycyclohexyl]propyl}-1-methoxy-3-oxo-2,3-dihydro-1H-isoindol-2-yl]butanoic acid